C(CCCCC)C1=C(C=CC=C1)C1=CC=CC=2C3=CC=CC=C3CC12 hexylfluorenylbenzene